PHENYLDIHYDROPYRIMIDINE C1(=CC=CC=C1)N1CN=CC=C1